C1(CCCCCCC1)NC(=O)C1=CC=2C(=NC(=C(C2F)F)C)N1 N-cyclooctyl-4,5-difluoro-6-methyl-1H-pyrrolo[2,3-b]pyridine-2-carboxamide